ethyl-cyclohexyldithiol C(C)C=1C(SSC1)C1CCCCC1